2-(3-(4-(4-methoxyphenyl)thiazol-2-yl)-1-methylureido)-5-oxo-5H-thieno[3,2-b]pyran-6-carboxylic acid COC1=CC=C(C=C1)C=1N=C(SC1)NC(N(C)C1=CC=2OC(C(=CC2S1)C(=O)O)=O)=O